ClC=1C=C(C=CC1I)S(=O)(=O)N 3-chloro-4-iodobenzenesulfonamide